tert-Butyl 4-((2-(2-(3-(naphthalen-1-yl)ureido)phenyl)benzofuran-6-yl)methyl)piperazine-1-carboxylate C1(=CC=CC2=CC=CC=C12)NC(NC1=C(C=CC=C1)C=1OC2=C(C1)C=CC(=C2)CN2CCN(CC2)C(=O)OC(C)(C)C)=O